C1(=CC=CC=C1)C1=C(C=CC(=C1)C=C)C=C 2-phenyl-1,4-divinyl-benzene